phenyl-2-(4-hydroxybenzoyl)dibenzothiophenium C1(=CC=CC=C1)C1=C(C=CC=2[SH+]C3=C(C21)C=CC=C3)C(C3=CC=C(C=C3)O)=O